2H-pyrazol-3-ylmethanol HCl Cl.N=1NC(=CC1)CO